CS(=O)(=O)C=1C=C(C=CC1)CCC(=O)O 3-(3-(methanesulfonyl)phenyl)propionic Acid